C1(CCCCC1)CN1C=CC2=CC(=CC=C12)C(=O)NCC1=CC=C(C=C1)S(=O)(=O)CC (1-cyclohexylmethyl)-N-(4-(ethylsulfonyl)benzyl)-1H-indole-5-carboxamide